C12C(C3CC(CC(C1)C3)C2)NC(CN2S(N(CCC2)CC2=CC(=CC=C2)Cl)(=O)=O)=O N-(adamantan-2-yl)-2-(6-(3-chlorobenzyl)-1,1-dioxido-1,2,6-thiadiazinan-2-yl)acetamide